C(OC(CC=C)CCCCCCCCCC)([O-])=O tetradec-1-en-4-yl carbonate